IC=1C(=C(C(=O)O)C=C(C1)I)O 3,5-diiodo-2-hydroxybenzoic acid